O1CC[C@@H](C2=CC=CC=C12)NC(=O)C=1C=NC2=C(C(=CC=C2C1CC)F)C1=C(C(=CC(=C1)F)F)F N-[(4S)-3,4-Dihydro-2H-chromen-4-yl]-4-ethyl-7-fluoro-8-(2,3,5-trifluorophenyl)quinoline-3-carboxamide